NC(CCN(NC([C@@H](CC1CCCCC1)NC(=O)C1=NOC(=C1)C)=O)C(CCl)=O)=O N-[(1R)-2-[2-(3-amino-3-oxo-propyl)-2-(2-chloroacetyl)hydrazino]-1-(cyclohexylmethyl)-2-oxo-ethyl]-5-methyl-isoxazole-3-carboxamide